tetrahydropyrimido[5,4-b]quinolin N1CNCC2=NC=3C=CC=CC3C=C21